S(=O)(=O)(O)O.N1(C=NC=C1)S(=O)(=O)N=[N+]=[N-] imidazole-1-sulfonyl azide hydrogen sulfate